The molecule is a monocarboxylic acid amide that is the 2-(diethylamino)ethyl amide of 2-butoxyquinoline-4-carboxylic acid. One of the most potent and toxic of the long-acting local anesthetics, its parenteral use was restricted to spinal anesthesia. It is now generally only used (usually as the hydrochloride) in creams and ointments and in suppositories for temporary relief of pain and itching associated with skin and anorectal conditions. It has a role as a topical anaesthetic. It is a monocarboxylic acid amide, a tertiary amino compound and an aromatic ether. CCCCOC1=NC2=CC=CC=C2C(=C1)C(=O)NCCN(CC)CC